C(C)C1=C(C=C(C(=O)O)C=C1)S(NC1=C(C=CC(=C1)C=1OC(=NN1)C)N1CCCCC1)(=O)=O 4-ethyl-3-(N-(5-(5-methyl-1,3,4-oxadiazol-2-yl)-2-(piperidin-1-yl)phenyl)sulfamoyl)benzoic acid